(2R)-2-amino-3-((4-(3-((4R,Z)-9-amino-4-((4-hydroxybenzyl)carbamoyl)-2,11,16-trioxo-1-phenyl-3,8,10,12,15-pentaazaoctadec-9-en-1-yl)phenoxy)butyl)amino)-3-oxopropane-1-sulfonic acid N[C@@H](CS(=O)(=O)O)C(=O)NCCCCOC1=CC(=CC=C1)C(C(N[C@H](CCCN\C(=N/C(NCCNC(CC)=O)=O)\N)C(NCC1=CC=C(C=C1)O)=O)=O)C1=CC=CC=C1